3-(3-Methoxyphenyl)-1,5-dimethyl-pyrazol-4-ol COC=1C=C(C=CC1)C1=NN(C(=C1O)C)C